N-(2-((2-amino-5-oxo-6-(4-(piperazine-1-carbonyl)benzyl)-5,6-dihydropyrido[4,3-d]pyrimidin-4-yl)amino)pentyl)acetamide NC=1N=C(C2=C(N1)C=CN(C2=O)CC2=CC=C(C=C2)C(=O)N2CCNCC2)NC(CNC(C)=O)CCC